C(C1=CC=CC=C1)N1C2=NC=NC(=C2N=C1C1=C(C=C(OCCN2[C@@H](C(NCC2)=O)C)C=C1)Cl)OC1(CC1)C (R)-4-(2-(4-(9-benzyl-6-(1-methylcyclopropoxy)-9H-purin-8-yl)-3-chlorophenoxy)ethyl)-3-methylpiperazin-2-one